C(N)(=O)CCCNC(=O)CC[C@@H](C(=O)O)NC(=O)OCC1C2=CC=CC=C2C=2C=CC=CC12 (2S)-4-[(3-carbamoylpropyl)carbamoyl]-2-({[(9H-fluoren-9-yl)methoxy]carbonyl}amino)butanoic acid